The molecule is an organic cation that is the conjugate acid of pikromycin, obtained by protonation of the tertiary amino group; major species at pH 7.3. It is an ammonium ion derivative and an organic cation. It is a conjugate acid of a pikromycin. CC[C@@H]1[C@@](/C=C/C(=O)[C@@H](C[C@@H]([C@@H]([C@H](C(=O)[C@H](C(=O)O1)C)C)O[C@H]2[C@@H]([C@H](C[C@H](O2)C)[NH+](C)C)O)C)C)(C)O